O=C1NC(CCC1N1C(N(C2=C1C=CC(=C2)C2CCN(CC2)CC(CCCCCCNC(=O)C=2C=NN1C2N=C(C=C1)N1[C@H](CCC1)C1=C(C=CC(=C1)F)F)=O)C)=O)=O |r| N-[8-[4-[1-(2,6-dioxo-3-piperidyl)-3-methyl-2-oxo-benzimidazol-5-yl]-1-piperidyl]-7-oxo-octyl]-5-[rac-(2R)-2-(2,5-difluorophenyl)pyrrolidin-1-yl]pyrazolo[1,5-a]pyrimidine-3-carboxamide